ClC1=NC(=C(C(=N1)N[C@@H]1[C@H](C2CCC1CC2)C(=O)OCC)F)C=2SC(=CC2)Cl (2S,3S)-ethyl 3-((2-chloro-6-(5-chlorothiophen-2-yl)-5-fluoro pyrimidin-4-yl)amino)bicyclo[2.2.2]octane-2-carboxylate